ClC=1N=C(C2=C(N1)C(=C(N=C2)Cl)F)N([C@H]2CN(CC2)C(=O)OC(C)(C)C)C tert-butyl (3R)-3-[(2,7-dichloro-8-fluoro-pyrido[4,3-d]pyrimidin-4-yl)-methyl-amino]pyrrolidine-1-carboxylate